5-(2-((benzyloxy)methyl)-3-(5,6-dichloroisoindolin-2-yl)-3-oxopropyl)-5-cyclopropylimidazolidine-2,4-dione C(C1=CC=CC=C1)OCC(CC1(C(NC(N1)=O)=O)C1CC1)C(=O)N1CC2=CC(=C(C=C2C1)Cl)Cl